N-(4-((7-(1H-pyrazol-4-yl)-1,6-naphthyridin-4-yl)oxy)-3-fluorophenyl)-N-(4-Fluorophenyl)cyclopropane-1,1-dicarboxamide N1N=CC(=C1)C1=NC=C2C(=CC=NC2=C1)OC1=C(C=C(C=C1)N(C(=O)C1(CC1)C(=O)N)C1=CC=C(C=C1)F)F